tert-butyl (E)-3-(2-ethoxy-2-oxoethylidene)piperidine-1-carboxylate C(C)OC(\C=C/1\CN(CCC1)C(=O)OC(C)(C)C)=O